N(=[N+]=[N-])C=1C=C(C=CC1)NC(=O)C1=CC2=CC=CC(=C2C=C1)C1=CC=C(C=C1)C(F)(F)F N-(3-azidophenyl)-5-(4-(trifluoromethyl)phenyl)-2-naphthamide